L-alanine-d N[C@@H](C)C(=O)O[2H]